[3-(4-methylpiperazin-1-yl)-1-(2-trimethylsilylethoxymethyl)pyrazolo[3,4-b]pyridin-5-yl]methanol CN1CCN(CC1)C1=NN(C2=NC=C(C=C21)CO)COCC[Si](C)(C)C